(S)-2-(2,5-difluoro-4-(6-((2-fluoro-4-(1-methyl-1H-1,2,3-triazol-5-yl)benzyl)oxy)pyridin-2-yl)benzyl)-1-(4,4-dimethyltetrahydrofuran-3-yl)-1H-benzo[d]imidazole-6-carboxylic acid FC1=C(CC2=NC3=C(N2[C@@H]2COCC2(C)C)C=C(C=C3)C(=O)O)C=C(C(=C1)C1=NC(=CC=C1)OCC1=C(C=C(C=C1)C1=CN=NN1C)F)F